FC1=C(C=CC=C1)C=1NC2=CC=CC=C2C1N1C2=CC=CC=C2SC=2C=CC=CC12 10-(2-(2-fluorophenyl)indol-3-yl)-10H-phenothiazine